[Pd](Cl)Cl.BrC1=C(C(=NC=C1)C1=NC=CC=C1)Br dibromo-2,2'-bipyridyl palladium chloride